tert-butyl 4-((2-cyano-4-(trifluoromethyl) benzyl) (methyl) amino)-4-methylpiperidine-1-carboxylate C(#N)C1=C(CN(C2(CCN(CC2)C(=O)OC(C)(C)C)C)C)C=CC(=C1)C(F)(F)F